CC1=C(C=CC(=C1)NS(=O)(=O)CCC)C1=C2C(=NC(=C1)NC(=O)C1CC1)NC=C2 N-(4-(2-methyl-4-(propylsulfonylamino)phenyl)-1H-pyrrolo[2,3-b]pyridin-6-yl)cyclopropylcarboxamide